[Se].[Ca] Calcium Selenium